3-((3-(2-Oxo-2-(piperazin-1-yl)ethoxy)phenyl)amino)piperidine-2,6-dione O=C(COC=1C=C(C=CC1)NC1C(NC(CC1)=O)=O)N1CCNCC1